Methyl 2-((4-(6-((4-chlorobenzofuran-7-yl)methoxy-d2)pyridin-2-yl)cyclohex-3-en-1-yl)methyl)-1-(((S)-oxetan-2-yl)methyl)-1H-benzo[d]imidazole-6-carboxylate ClC1=CC=C(C2=C1C=CO2)C(OC2=CC=CC(=N2)C2=CCC(CC2)CC2=NC1=C(N2C[C@H]2OCC2)C=C(C=C1)C(=O)OC)([2H])[2H]